S(C)(=O)(=O)O.N[C@@H](CCCN)C(=O)O ornithine mesylate